C(C)SC1=NN2C(N=C(C=C2C)C)=C1C1=NC=2C(=NC=C(C2)C(F)(F)F)N1C 2-(2-(Ethylthio)-5,7-dimethylpyrazolo[1,5-a]pyrimidin-3-yl)-3-methyl-6-(trifluoromethyl)-3H-imidazo[4,5-b]pyridine